CC1=CN2C3=C(C4=C[C@H](CN([C@@H]4C2)C)C)C=CC=C13 (7aS,10R)-4,8,10-trimethyl-7a,8,9,10-tetrahydro-7H-indolo[7,1-fg][1,7]naphthyridine